10-((3-oxomorpholino)methyl)-7-azaspiro[4.5]Decane-7-carboxylic acid O=C1COCCN1CC1CCN(CC12CCCC2)C(=O)O